N-[5-[2-cyano-5-[3-(hydroxymethyl)azetidin-1-yl]-4-pyridyl]pyrazolo[1,5-a]pyridin-2-yl]cyclopropanecarboxamide C(#N)C1=NC=C(C(=C1)C1=CC=2N(C=C1)N=C(C2)NC(=O)C2CC2)N2CC(C2)CO